N-(4,4-difluorocyclohexyl)-4-(2-((difluoromethoxy)methyl)morpholino)-6-(3-methyl-1H-pyrazol-1-yl)pyrimidin-2-amine FC1(CCC(CC1)NC1=NC(=CC(=N1)N1CC(OCC1)COC(F)F)N1N=C(C=C1)C)F